3-(2-isopropylphenyl)-5-oxo-1-((2-(trimethylsilyl)ethoxy)methyl)pyrrolidine-3-carboxylic acid C(C)(C)C1=C(C=CC=C1)C1(CN(C(C1)=O)COCC[Si](C)(C)C)C(=O)O